NC1=NN2C(N=CC=C2)=C1C(=O)N[C@@H](C)C=1N(C(C2=C(C=CC=C2C1)N1C(C2(C1)CCN(CC2)C)=O)=O)C2=CC=CC=C2 (S)-2-amino-N-(1-(8-(7-methyl-1-oxo-2,7-diazaspiro[3.5]nonan-2-yl)-1-oxo-2-phenyl-1,2-dihydroisoquinolin-3-yl)ethyl)pyrazolo[1,5-a]pyrimidine-3-carboxamide